C(C)(C)(C)C1=CC=C(C=C1)C=1NC(C2=C(NC(C21)=O)C2=CC=C(C=C2)C(C)(C)C)=O 3,6-bis(4-tert-butylphenyl)-1H,2H,4H,5H-pyrrolo[3,4-c]pyrrole-1,4-dion